C1(CC1)CN1C(=CC2=CC=C(C=C12)N1CCC(CC1)OC)C=O 1-(Cyclopropylmethyl)-6-(4-methoxy-1-piperidinyl)indole-2-carbaldehyde